(6-((1S,6R,7S)-7-((((benzyloxy)carbonyl)amino)methyl)-7-(5-methylisoxazol-3-yl)-3-azabicyclo[4.1.0]heptan-3-yl)-1-(tetrahydro-2H-pyran-2-yl)-1H-pyrazolo[3,4-b]pyrazin-3-yl)boronic acid C(C1=CC=CC=C1)OC(=O)NC[C@@]1([C@@H]2CCN(C[C@H]12)C1=CN=C2C(=N1)N(N=C2B(O)O)C2OCCCC2)C2=NOC(=C2)C